(+/-)-2-(hydroxy(o-tolyl)methyl)-6-(methylcarbamoyl)isonicotinic acid O[C@@H](C=1C=C(C(=O)O)C=C(N1)C(NC)=O)C1=C(C=CC=C1)C |r|